O=C1N(CCC(N1)=O)C1CCC(CC1)N1CCN(CC1)C(=O)OCC1=CC=CC=C1 benzyl 4-[4-(2,4-dioxohexahydropyrimidin-1-yl)cyclohexyl]piperazine-1-carboxylate